potassium bisoxalate C(C(=O)[O-])(=O)[O-].C(C(=O)[O-])(=O)[O-].[K+].[K+].[K+].[K+]